3-((2-(2,6-dioxopiperidin-3-yl)-1-oxoisoindol-4-yl)amino)propionic acid O=C1NC(CCC1N1C(C2=CC=CC(=C2C1)NCCC(=O)O)=O)=O